C(C)(C)(C)C1=NC(=NC=C1)SSC1=NC=CC(=N1)C(C)(C)C 1,2-bis(4-(tert-butyl)pyrimidin-2-yl)disulfane